tert-butyl ((1r,3r)-3-(4-fluoro-3-(trifluoromethyl)phenoxy)cyclobutyl)carbamate FC1=C(C=C(OC2CC(C2)NC(OC(C)(C)C)=O)C=C1)C(F)(F)F